(2S,3R)-1-(4-(4-(4-aminotetrahydro-2H-pyran-4-yl)phenyl)-7,7-difluoro-6,7-dihydro-5H-cyclopenta[d]pyrimidin-2-yl)-2-methylazetidin-3-ol NC1(CCOCC1)C1=CC=C(C=C1)C=1C2=C(N=C(N1)N1[C@H]([C@@H](C1)O)C)C(CC2)(F)F